tert-butyl N-cyclobutyl-N-[(3S)-1-{6-[2-(methoxymethoxy)-4-(6-methylpyridazin-4-yl)phenyl]pyridazin-3-yl}pyrrolidin-3-yl]carbamate C1(CCC1)N(C(OC(C)(C)C)=O)[C@@H]1CN(CC1)C=1N=NC(=CC1)C1=C(C=C(C=C1)C1=CN=NC(=C1)C)OCOC